OC[C@@H]1C[C@H](NC1)COC1(N2C(N(C(CC1)C2)OS(=O)(=O)O)=O)C(=O)N [(2S,4R)-4-Hydroxymethyl-pyrrolidin-2-yl]methyloxyl-7-oxo-6-(sulfooxy)-1,6-diazabicyclo[3.2.1]octane-2-carboxamide